C(C=C)(=O)NCC(CS(=O)(=O)O)O acrylamido-2-hydroxypropylsulfonic acid